5-(3-chloro-4-(9-(3-chlorobenzyl)-6-(1-methylcyclopropoxy)-9H-purin-8-yl)phenoxy)-2,2-dimethylpentanoic acid ClC=1C=C(OCCCC(C(=O)O)(C)C)C=CC1C=1N(C2=NC=NC(=C2N1)OC1(CC1)C)CC1=CC(=CC=C1)Cl